palladium chloride [Pd](Cl)Cl